CN(C)CCOC1=CC=C(C=C1)C1=CN=CO1 N,N-dimethyl-2-(4-oxazol-5-ylphenoxy)ethylamine